(1S,3S)-3-((6-(3-methyl-4-((3-phenylpropionamido)methyl)isoxazol-5-yl)pyridin-3-yl)oxy)cyclohexane-1-carboxylic acid CC1=NOC(=C1CNC(CCC1=CC=CC=C1)=O)C1=CC=C(C=N1)O[C@@H]1C[C@H](CCC1)C(=O)O